tert-Butyl 2-((3,7-dimethyl-8-(2-((methylsulfonyl)oxy)ethyl)-2,6-dioxo-2,3,6,7-tetrahydro-1H-purin-1-yl)methyl)-1H-indole-1-carboxylate CN1C(N(C(C=2N(C(=NC12)CCOS(=O)(=O)C)C)=O)CC=1N(C2=CC=CC=C2C1)C(=O)OC(C)(C)C)=O